COC1CCC(CC1)CCC(C)(N)C 4-((1s,4r)-4-methoxycyclohexyl)-2-methylbutan-2-amine